C(#N)C1(CC12CC2)C=2C=C1C=C(N=CC1=CC2)NC(CC2=CC=C(C=C2)C(C)(C)O)=O N-(6-(1-cyanospiro[2.2]pentan-1-yl)isoquinolin-3-yl)-2-(4-(2-hydroxypropan-2-yl)phenyl)acetamide